N-[6-[1,5-Bis[dideuterio(hydroxy)methyl]-8-oxabicyclo[3.2.1]octa-2,6-dien-3-yl]-2-(4,4-dimethylcyclohexen-1-yl)-3-pyridyl]-5-cyano-1H-imidazole-2-carboxamide [2H]C(C12C=C(CC(C=C1)(O2)C(O)([2H])[2H])C2=CC=C(C(=N2)C2=CCC(CC2)(C)C)NC(=O)C=2NC(=CN2)C#N)(O)[2H]